CC=1C2=C(NC(C1C1=NN(C(C1)C1=CSC=C1)C(CC)=O)=O)SC=C2 4-methyl-5-(1-propionyl-5-(thiophen-3-yl)-4,5-dihydro-1H-pyrazol-3-yl)thieno[2,3-b]pyridin-6(7H)-one